BrC=1C=CC(=NC1)OCCNC(C)=O N-(2-((5-bromopyridin-2-yl)oxy)ethyl)acetamide